methyl (R)-6-(5-(((1-(2-chloropyridin-3-yl)ethoxy)carbonyl)amino)-1-methyl-1H-1,2,3-triazol-4-yl)-2-methylnicotinate ClC1=NC=CC=C1[C@@H](C)OC(=O)NC1=C(N=NN1C)C1=NC(=C(C(=O)OC)C=C1)C